NC(C(=O)N(C(C)C=1NC=C(N1)C1=CC=CC=C1)CC=1C=CC(=C(C(=O)O)C1)OC)CC1=C(C=C(C=C1C)C(N)=O)C 5-({[2-amino(4-carbamoyl-2,6-dimethyl-phenyl)-propionyl]-[1-(4-phenyl-1H-imidazol-2-yl)-ethyl]-amino}-methyl)-2-methoxy-benzoic acid